(2-fluoroethyl)-2H-indazol FCCN1N=C2C=CC=CC2=C1